N1=NC(=CC=C1)CC=1C=NN(C1)C(=O)OC(C)(C)C tert-Butyl 4-(pyridazin-3-ylmethyl)-1H-pyrazole-1-carboxylate